[N+](=O)([O-])C1=C(C=CC(=C1)[N+](=O)[O-])[N+]1=CC=CC=C1 1-(2,4-dinitrophenyl)pyridin-1-ium